C(=C)[C@@H]1CCC(=C[C@H]1C1=C(C=C(C=C1OC)CCCCC)O)C 2-[(1S,6S)-6-Ethenyl-3-methylcyclohex-2-en-1-yl]-3-methoxy-5-pentylphenol